silicon aluminum-calcium [Ca].[Al].[Si]